OC1(CN(CC1)S(=O)(=O)NC(OC(C)(C)C)=O)C tert-butyl ((3-hydroxy-3-methylpyrrolidin-1-yl)sulfonyl)carbamate